3-aminopropyl-trihydroxysilane tert-butyl-15-[4-([[(2R,3S)-3-[(tert-butoxycarbonyl)amino]-5-carbamoylpentan-2-yl]oxy]methyl)phenyl]-3,6,9,12-tetraoxa-pentadec-14-ynoate C(C)(C)(C)OC(COCCOCCOCCOCC#CC1=CC=C(C=C1)CO[C@H](C)[C@H](CCC(N)=O)NC(=O)OC(C)(C)C)=O.NCCC[Si](O)(O)O